2-chloro-1-(difluoromethyl)-1H-benzo[d]imidazole ClC1=NC2=C(N1C(F)F)C=CC=C2